FC1=CC=C(C=C1)CCC(=O)NC(C(=O)O)CC1=CC=C(C=C1)OCC1=CC=CC=C1 2-[(4-fluoro)-phenylpropionamido]-3-(4-benzyloxyphenyl)-propionic acid